C(C)[Si](CC=C)(CC=C)CC diethyldiallyl-silane